(3R,5S)-5-(trifluoro-methyl)piperidin-3-ol FC([C@H]1C[C@H](CNC1)O)(F)F